1-(2-bromo-5-methyl-thiazol-4-yl)ethanone BrC=1SC(=C(N1)C(C)=O)C